C(C)OC1=CC=C2C=C(C=NC2=C1)C#N 7-ethoxyquinoline-3-carbonitrile